C(C1=CC=CC=C1)N1CCN(CC1)C([C@H](CO)C(=O)OC(C)(C)C)=O tert-butyl (S)-(1-(4-benzylpiperazin-1-yl)-3-hydroxy-1-oxopropan-2-yl)carboxylate